ClC1=CC(=C(C=C1)NC(OC1=CC=CC=C1)=O)F phenyl (4-chloro-2-fluorophenyl)carbamate